NC1=C(SC2=NC(=CC=C21)C)C(=O)NCCC2=C(C=C(C(=C2)F)N2CC(C2)NC)F 3-Amino-N-(2,5-difluoro-4-(3-(methylamino)azetidin-1-yl)phenethyl)-6-methylthieno[2,3-b]pyridine-2-carboxamide